2-(4-aminophenyl)-2-hydroxy-1-morpholinoethan-1-one NC1=CC=C(C=C1)C(C(=O)N1CCOCC1)O